CC=1C=C(C=C(C1)C)N1C(=NC2=CC(=C(C=C2C1=O)/C=C/C(=O)OCC)F)CC (E)-ethyl 3-(3-(3,5-dimethylphenyl)-2-ethyl-7-fluoro-4-oxo-3,4-dihydroquinazolin-6-yl)acrylate